DECAMETHYLENEDIAMINE NCCCCCCCCCCN